3-methyl-4-phenoxybenzenesulfonyl chloride CC=1C=C(C=CC1OC1=CC=CC=C1)S(=O)(=O)Cl